N1N=C(C=C1)CN1N=CC2=C(C1=O)N(C1=C2SC(=N1)CN1N=C(C=C1)N)C 6-((1H-pyrazol-3-yl)methyl)-2-((3-amino-1H-pyrazol-1-yl)methyl)-4-methyl-4H-thiazolo[5',4':4,5]pyrrolo[2,3-d]pyridazin-5(6H)-one